1-(7-((4-fluorophenyl)amino)-3,4-dihydroisoquinolin-2(1H)-yl)prop-2-en-1-one FC1=CC=C(C=C1)NC1=CC=C2CCN(CC2=C1)C(C=C)=O